COC(COCC1=CC=CC=C1)CCCCCCCCCCCCCC (((2-methoxyhexadecyl)oxy)methyl)benzene